C(C=1C(C(=O)OCCCCCCC(C)C)=CC=CC1)(=O)OCCCCCCC(C)C di(7-methyloctyl) phthalate